CC1=NOC(=C1C=1C=C2C(=NC1)N(C=C2C=2C(=CC(=NC2OCC)C(=O)O)OCC)[C@@H](C)C2=NC=CC=C2)C (S)-5-(5-(3,5-dimethylisoxazol-4-yl)-1-(1-(pyridin-2-yl)ethyl)-1H-pyrrolo[2,3-b]pyridin-3-yl)-4,6-diethoxypicolinic acid